(1S,2S)-N-(5-(5-chloro-6-fluoro-7-(methylamino)-1H-indazol-4-yl)pyrazolo[1,5-a]pyridin-2-yl)-2-fluorocyclopropane-1-carboxamide ClC=1C(=C2C=NNC2=C(C1F)NC)C1=CC=2N(C=C1)N=C(C2)NC(=O)[C@H]2[C@H](C2)F